O1CC[C@@H](C2=CC=CC=C12)NC(=O)C1=CC2=C(N=C(S2)C=2C=NC=C(C2)CO)C=C1 (S)-N-(chroman-4-yl)-2-(5-(hydroxymethyl)-pyridin-3-yl)benzo-[d]thiazole-6-carboxamide